OC1=C(C(=C(C(=C1)C)CC1=C(C(=C(C=C1C)O)OC)C)C)OC bis(4-hydroxy-2,6-dimethyl-3-methoxyphenyl)methane